1-(6-chloro-9,9-dimethyl-9,10-dihydroacridin-2-yl)-N,N-dimethylmethanamine ClC=1C=C2NC=3C=CC(=CC3C(C2=CC1)(C)C)CN(C)C